C(#N)[C@H]1N([C@H]2C[C@H]2C1)C(CNC(=O)C1=CC=NC2=CC(=CC=C12)C(F)(F)F)=O N-(2-((1s,3s,5s)-3-cyano-2-azabicyclo[3.1.0]hex-2-yl)-2-oxoethyl)-7-(trifluoromethyl)quinoline-4-carboxamide